(S)-3-(6-(((2S,4R)-1-(5-chloro-4-((1-methyl-2-oxoindolin-5-yl)amino)pyrimidin-2-yl)-2-methylpiperidin-4-yl)amino)-1-methyl-1H-indazol-3-yl)piperidine-2,6-dione ClC=1C(=NC(=NC1)N1[C@H](C[C@@H](CC1)NC1=CC=C2C(=NN(C2=C1)C)[C@H]1C(NC(CC1)=O)=O)C)NC=1C=C2CC(N(C2=CC1)C)=O